tris(dimethylaminopropyl)-hexahydrotriazine CN(C)CCCN1N(N(CCC1)CCCN(C)C)CCCN(C)C